FC(C1=NN=C(O1)C1=CC(=C(C=C1)CN(S(=O)(=O)N1CCSCC1)C1=CC=C(C=C1)F)F)F N-[[4-[5-(difluoromethyl)-1,3,4-oxadiazol-2-yl]-2-fluoro-phenyl]methyl]-N-(4-fluorophenyl)thiomorpholin-4-sulfonamide